C(=O)(O)C(O)C(O)C(=O)O.BrC=1NC2=CC=CC=3C4=C[C@H](CN([C@@H]4CC1C32)CCC)C(=O)N(CC)CC.BrC=3NC2=CC=CC=1C4=C[C@H](CN([C@@H]4CC3C12)CCC)C(=O)N(CC)CC (6aR,9R)-5-bromo-N,N-diethyl-7-propyl-4,6,6a,7,8,9-hexahydroindolo[4,3-fg]quinoline-9-carboxamide hemitartrate